COC(=O)C=1C=CC2=C(N(C(=N2)CC2CCC(CC2)C2=NC=C(C(=N2)OCC2=CC=C(C=3C=C(OC32)F)Cl)F)CC3OCC3)C1 2-((4-(4-((4-chloro-2-fluorobenzofuran-7-yl)methoxy)-5-fluoropyrimidin-2-yl)cyclohexyl)methyl)-1-(oxetan-2-ylmethyl)-1H-benzo[d]imidazole-6-carboxylic acid methyl ester